lithium 12-(10-(3-((bis(4-methoxyphenyl) (phenyl) methoxy)-methyl)-4-(hydroxymethyl)-3,4-dimethylpyrrolidin-1-yl)-10-oxodecanoylamino)-dodecanoate COC1=CC=C(C=C1)C(OCC1(CN(CC1(C)CO)C(CCCCCCCCC(=O)NCCCCCCCCCCCC(=O)[O-])=O)C)(C1=CC=CC=C1)C1=CC=C(C=C1)OC.[Li+]